4-(4-(chloromethyl)oxazol-2-yl)-1-isopropylpyridin-2(1H)-one ClCC=1N=C(OC1)C1=CC(N(C=C1)C(C)C)=O